Cl.O1C(=CC2=C1C=CC=C2)C([C@@H](C)NCC)=O (R)-1-(benzofuran-2-yl)-2-(ethyl-amino)propan-1-one hydrochloride